(R)-3-(1-((tert-butyl-dimethylsilyl)oxy)-3-iodopropan-2-yl)-5-(4-methoxy-3-propoxyphenyl)pyridine [Si](C)(C)(C(C)(C)C)OC[C@H](CI)C=1C=NC=C(C1)C1=CC(=C(C=C1)OC)OCCC